ClC1=NN(C(C(=C1)C)=O)[C@H](C(=O)N[C@@H](CC(=O)OCC)C=1C=C(C=C(C1F)C1CC1)C1=C(C=C(C=C1C)F)CCCCC=C)CC=C Ethyl (S)-3-((S)-2-(3-chloro-5-methyl-6-oxopyridazin-1(6H)-yl)pent-4-enamido)-3-(5-cyclopropyl-4,4'-difluoro-2'-(hex-5-en-1-yl)-6'-methyl-[1,1'-biphenyl]-3-yl)propanoate